3-(2-propylphenyl)-isoxazole C(CC)C1=C(C=CC=C1)C1=NOC=C1